3-(2-hydroxy-3,3-dimethylbutyl)urea OC(CNC(N)=O)C(C)(C)C